FC1(CN(C[C@H]1NC1=NN2C(C(=N1)OC)=C(C=C2)C=2C=CC1=C(N(N=N1)C[C@@H](C)F)C2)C(C)=O)F 1-((R)-3,3-difluoro-4-((5-(1-((R)-2-fluoropropyl)-1H-benzo[d][1,2,3]triazol-6-yl)-4-methoxypyrrolo[2,1-f][1,2,4]triazin-2-yl)amino)pyrrolidin-1-yl)ethan-1-one